COC(C1=CC(=CC=C1)CNC1=C(C=C(C=C1)Cl)[N+](=O)[O-])=O 3-(((4-chloro-2-nitrophenyl)amino)methyl)benzoic acid methyl ester